8-fluoro-N-methyl-6-(4,4,5,5-tetramethyl-1,3,2-dioxaborolan-2-yl)quinoline-4-carboxamide FC=1C=C(C=C2C(=CC=NC12)C(=O)NC)B1OC(C(O1)(C)C)(C)C